ClC=1C=C(C=CC1)N1N=CC(=C1)CC(=O)O [1-(3-chlorophenyl)pyrazol-4-yl]acetic acid